N-[2-(4-bromo-6,7-dichloro-indol-1-yl)ethyl]methanesulfonamide BrC1=C2C=CN(C2=C(C(=C1)Cl)Cl)CCNS(=O)(=O)C